CN(C1=C(C=CC=C1)\C=C\C(=O)C1=CC=C(C=C1)N(C)C)C 2,4'-bis(dimethylamino)chalcone